(R)-2-((R)-2,4-dimethylpiperazin-1-yl)-N-(3-(2-((2-fluoro-3-(methylsulfonyl)phenyl)amino)-5-methylpyrimidin-4-yl)-1H-indol-7-yl)propanamide C[C@H]1N(CCN(C1)C)[C@@H](C(=O)NC=1C=CC=C2C(=CNC12)C1=NC(=NC=C1C)NC1=C(C(=CC=C1)S(=O)(=O)C)F)C